CC1=C(C(=O)N[C@H](C)C2=CC=CC3=CC=CC=C23)C=C(C=C1)NCC1(COC1)C (R)-2-methyl-5-(((3-methyloxetan-3-yl)methyl)amino)-N-(1-(naphthalen-1-yl)ethyl)benzamide